C(C=C)(=O)N1C[C@@H]2N(C(C=3C=C(C(=C4C=CN(C34)CC2)C2=CC=C(C=3SC(=C(C32)C#N)N)F)F)=O)CC1 4-((R)-10-Acryloyl-2-fluoro-14-oxo-8,8a,9,10,11,12-hexahydro-7H,14H-pyrazino[1',2':5,6][1,5]diazocino[3,2,1-hi]indol-3-yl)-2-amino-7-fluorobenzo[b]thiophene-3-carbonitrile